ClC=1C=C2C(=NC1)[C@]1([C@@](O2)([C@@H]([C@@H]([C@H]1O)CN(C)C)C1=CC=CC=C1)C1=CC=C(C#N)C=C1)O |r| rac-4-((5aR,6S,7R,8R,8aS)-3-chloro-7-((dimethylamino)methyl)-8,8a-dihydroxy-6-phenyl-6,7,8,8a-tetrahydro-5aH-cyclopenta[4,5]furo[3,2-b]pyridin-5a-yl)benzonitrile